3-(4-((7-chloro-2,3-dihydrobenzo[b][1,4]dioxin-2-yl)methoxy)-2-fluorophenyl)propionic acid ClC=1C=CC2=C(OC(CO2)COC2=CC(=C(C=C2)CCC(=O)O)F)C1